CCCC(=O)OCC(C)C The molecule is a butyrate ester resulting from the formal condensation of butanoic acid with isobutanol. It is used as a food flavour ingredient for apple, banana, peach and pinapple flavours in ice cream and confectionery. It has a role as a metabolite and a flavouring agent. It derives from an isobutanol.